dichloroiridium (III) Cl[Ir+]Cl